2-Fluoroacrylamide FC(C(=O)N)=C